N[C@H](C(=O)N[C@@H](CC1=CC=C(C=C1)OCC1=CC=CC=C1)CC(=O)NC1=CC2=CC=CC=C2C=C1)CCCN (S)-2,5-diamino-N-((S)-1-(4-(benzyloxy)phenyl)-4-(naphthalen-2-ylamino)-4-oxobutan-2-yl)pentanamide